C(C)(C)(C)OC(N(CC#C)C)=O tert-Butyl-methyl(prop-2-ynyl)carbamate